Pyrazolo[3,4-d]Pyrimidin-6-amine N=1N=CC=2C1NC(=NC2)N